(R or S)-2-(7-acryloyl-5-(4-amino-6-(methylthio)nicotinoyl)-3,4,5,5a,6,7,8,9-octahydro-2H-1,2,5,7-tetraazabenzo[cd]azulen-2-yl)-5-cyclopropylphenyl acetate C(C)(=O)OC1=C(C=CC(=C1)C1CC1)N1N=C2CCN(C[C@H]3C2=C1CCN3C(C3=CN=C(C=C3N)SC)=O)C(C=C)=O |o1:20|